ClC1=CC=C(C=C1)C1=NCC=2N(C3=C1C(=C(S3)C#CC3=CC=C(C=N3)OCCC#CC3=C1CN(C(C1=CC=C3)=O)C3C(NC(CC3)=O)=O)C)C(=NN2)C 3-(4-(4-((6-((4-(4-chlorophenyl)-3,9-dimethyl-6H-thieno[3,2-f][1,2,4]triazolo[4,3-a][1,4]diazepin-2-yl)ethynyl)pyridin-3-yl)oxy)but-1-yn-1-yl)-1-oxoisoindolin-2-yl)piperidine-2,6-dione